ClCCC(C(CC)[N+](=O)[O-])O chloro-4-nitro-3-hexanol